C1(CC1)C=1C=2N(N=C(C1)C=1C(=NC(=NC1)OC)OC)C=C(N2)C2=C(C=CC=C2)C(F)(F)F 8-cyclopropyl-6-(2,4-dimethoxypyrimidin-5-yl)-2-(2-(trifluoromethyl)phenyl)imidazo[1,2-b]pyridazine